O=C1NC2=C(N1[C@@H]1CC[C@@H](CC1)C(NC1=CC(=C(C=C1)C)OC)=O)C=CC=C2NC(=O)C2CNCCO2 N-{2-oxo-1-[cis-4-[(3-methoxy-4-methylphenyl)carbamoyl]cyclohexyl]-2,3-dihydro-1H-1,3-benzodiazol-4-yl}morpholine-2-carboxamide